tert-butyl ((3S,4S)-8-(5-((8-chloro-2-(chloromethyl)imidazo[1,2-a]pyridin-7-yl)thio)-3-(hydroxymethyl)-6-methylpyrazin-2-yl)-3-methyl-2-oxa-8-azaspiro[4.5]decan-4-yl)carbamate ClC=1C=2N(C=CC1SC=1N=C(C(=NC1C)N1CCC3([C@@H]([C@@H](OC3)C)NC(OC(C)(C)C)=O)CC1)CO)C=C(N2)CCl